FC1=CC(=CC=2SC(=CC21)C(=O)O)N2CCN(CC2)C 4-fluoro-6-(4-methylpiperazin-1-yl)benzo[b]thiophene-2-carboxylic acid